3-(2,7-Dimethoxyacridin-9-ylthio)propan-1-amine COC1=CC2=C(C3=CC(=CC=C3N=C2C=C1)OC)SCCCN